ClC=1C=C(C(=O)N2CC=3C(=NN4C3C(N(C[C@@H]4C(=O)NC)[C@@H](C)C4=CC=C(C=C4)OC(F)F)=O)C[C@H]2C)C=CC1Cl |o1:21| (3R,7R)-2-(3,4-dichlorobenzoyl)-9-((S*)-1-(4-(difluoromethoxy)phenyl)ethyl)-N,3-dimethyl-10-oxo-1,2,3,4,7,8,9,10-octahydropyrido[4',3':3,4]pyrazolo[1,5-a]pyrazine-7-carboxamide